C1=CC=CC=2C=C(C3=C(C4=C(O3)C=CC=C4)C12)C=1C=C(C=CC1)C=1C=C(C=CC1)C1=NC(=NC(=N1)C1=CC=CC=C1)C1=CC=CC=C1 2-{3-[3-(benzo[b]naphtho[1,2-d]furan-6-yl)phenyl]phenyl}-4,6-Diphenyl-1,3,5-triazine